O[C@@H]([C@H]1[C@@H]2CC(C[C@H](CC1=O)C2)=C)C2=CC=CC=C2 (1S,2R,5R)-2-((S)-hydroxy(phenyl)methyl)-7-methylenebicyclo[3.3.1]nonan-3-one